N1(N=NC=C1)C[C@H]1N(C[C@@H](C1)NC(=O)C=1OC(=CN1)C1=CC(=CC=C1)C=C)C(=O)OC(C)(C)C tert-butyl (2S,4R)-2-((1H-1,2,3-triazol-1-yl)methyl)-4-(5-(3-vinylphenyl)-oxazole-2-carboxamido)pyrrolidine-1-carboxylate